N1=C(C=CC=C1)C(C)NCC1=NC=C(C=C1)C(F)(F)F 1-(Pyridin-2-yl)-N-((5-(trifluoromethyl)pyridin-2-yl)methyl)ethan-1-amine